CSCSSCSC 2,4,5,7-tetrathiaoctane